N-(3-fluorophenyl)-4-hydroxy-1-isobutyl-6-(4-methylpiperazin-1-yl)-2-oxo-1,2-dihydroquinoline-3-carboxamide FC=1C=C(C=CC1)NC(=O)C=1C(N(C2=CC=C(C=C2C1O)N1CCN(CC1)C)CC(C)C)=O